CN1C(C=CC(=C1)C=1C=NN(C1)C(C)C1=CC=NC=C1)=O 1-methyl-5-(1-(1-(pyridin-4-yl)ethyl)-1H-pyrazol-4-yl)pyridin-2(1H)-one